C(CCCCCCCCCC)N(CCCNC1=NC(=NC(=N1)NCCCN(CCCCCCCCCCC)CCCCCCCCCCC)NCCO)CCCCCCCCCCC 2-((4,6-bis((3-(diundecylamino)propyl)amino)-1,3,5-triazin-2-yl)amino)ethan-1-ol